FC(C1=CC=C(CN2[C@H](CC3(CC3)CC2)C(=O)NC2(CC2)C2=CC=C(C(=O)[O-])C=C2)C=C1)(F)F.[Na+] sodium (R)-4-(1-(6-(4-(trifluoromethyl)benzyl)-6-azaspiro[2.5]octane-5-carboxamido)cyclopropyl)-benzoate